C(C)OCC1(CCC(CC1)C1=NNC=C1CN1CCC(CC1)NC)COCC 1-((3-(4,4-bis(ethoxymethyl)cyclohexyl)-1H-pyrazol-4-yl)methyl)-N-methylpiperidin-4-amine